O1C2C(NCC1)CN(C2)C(=O)OC(C)(C)C tert-butyl hexahydropyrrolo[3,4-b][1,4]oxazine-6(2H)-carboxylate